(1R,2S)-1-(5-chloropyrimidin-2-yl)-1-methoxy-N-(5-(methoxymethyl)-4-(1-(methoxymethyl)cyclopropyl)-4H-1,2,4-triazol-3-yl)propane-2-sulfonamide ClC=1C=NC(=NC1)[C@H]([C@H](C)S(=O)(=O)NC1=NN=C(N1C1(CC1)COC)COC)OC